zinc phthalate C(C=1C(C(=O)[O-])=CC=CC1)(=O)[O-].[Zn+2]